(S)-2-(1-(3-butylthioureido)-2-phenylethyl)-5-(1H-indol-3-yl)-oxazole-4-carboxylic acid methyl ester COC(=O)C=1N=C(OC1C1=CNC2=CC=CC=C12)[C@H](CC1=CC=CC=C1)NC(=S)NCCCC